CC1=CC2=CC(=C(C=C2C=C1C)C)C 2,3,6,7-tetramethyl-naphthalene